ClC=1C=NC=C(C1CN1C[C@](CC1)(CCC1=CC=C(C=C1)F)COCC)Cl |o1:10| (R or S)-3,5-dichloro-4-((3-(ethoxymethyl)-3-(4-fluorophenethyl)-pyrrolidin-1-yl)methyl)pyridine